C(C)(C)(C)OC(=O)N1C(CCC1)C1=CC=C(OCC(=O)O)C=C1 2-(4-(1-(tert-butoxycarbonyl)pyrrolidin-2-yl)phenoxy)acetic acid